C1(CCCC1)[C@](C(=O)O)(O)C1=CC=CC=C1 (S)-α-cyclopentyl-mandelic acid